N-(4-(1-(2-(4,4-difluoropiperidin-1-yl)-6-methylpyrimidin-4-yl)-1H-1,2,3-triazol-4-yl)-3-(6-azaspiro[2.5]octan-6-yl)phenyl)-2-hydroxyethanesulfonamide FC1(CCN(CC1)C1=NC(=CC(=N1)N1N=NC(=C1)C1=C(C=C(C=C1)NS(=O)(=O)CCO)N1CCC2(CC2)CC1)C)F